(Z)-2-(2-((3,5-dimethyl-1H-pyrrol-2-yl)methylene)-3-methoxy-2H-pyrrol-5-yl)-1H-indole methanesulfonate CS(=O)(=O)O.CC1=C(NC(=C1)C)\C=C\1/N=C(C=C1OC)C=1NC2=CC=CC=C2C1